FC1(C(CCC1)CN1N=C2C=C(C=CC2=C1C(=O)NC1=CC(=NC=C1)S(N)(=O)=O)F)F 2-[(2,2-difluorocyclopentyl)methyl]-6-fluoro-N-(2-sulfamoylpyridin-4-yl)indazole-3-carboxamide